2-((2-methoxy-4-nitrophenoxy)methyl)-1H-benzo[d]imidazole COC1=C(OCC2=NC3=C(N2)C=CC=C3)C=CC(=C1)[N+](=O)[O-]